IC(CC)=C(C1=CC=C(C=C1)C)C1=CC=C(C=C1)C 3-iodo-4,4-di-p-tolylbut-3-ene